C(C)(C)OC(N[C@@H]1CC[C@H](CC1)C=1SC(=CN1)C1=C(C=C(C=C1)N)S(NCC)(=O)=O)=O trans-N-[4-[5-[4-amino-2-(ethylsulfamoyl)phenyl]thiazol-2-yl]cyclohexyl]carbamic acid isopropyl ester